CC(COC=1C=C(C=CC1)[C@H]1SCC[C@H](NC1=O)CNCC(F)(F)F)(C)C (2R,5S)-2-[3-(2,2-dimethylpropoxy)phenyl]-5-[(2,2,2-trifluoroethylamino)methyl]-1,4-thiazepan-3-one